methyl (2S,4R)-2,4-dimethyldec-9-enoate C[C@H](C(=O)OC)C[C@@H](CCCCC=C)C